C(C)(C)C1=C(C=C(C=C1O)\C=C\C=1C=NC=CC1)O (E)-2-isopropyl-5-[2-(pyridin-3-yl)vinyl]benzene-1,3-diol